1-(1-ethoxyethyl)-4-(4,5-dioxaborolan-2-yl)-1H-pyrazole C(C)OC(C)N1N=CC(=C1)C1BOOC1